(R)-2-(3-((6-(((S)-1-(4-(tert-butyl)phenyl)ethyl)carbamoyl)-1-isopropyl-2-methyl-1H-indol-3-yl)methyl)-5-chlorophenoxy)propanoic acid C(C)(C)(C)C1=CC=C(C=C1)[C@H](C)NC(=O)C1=CC=C2C(=C(N(C2=C1)C(C)C)C)CC=1C=C(O[C@@H](C(=O)O)C)C=C(C1)Cl